FC1=C(C=C(C=C1)F)[C@@H]1N(CCC1)C1=CC=NN1CC=1N=CN(C1)C (R)-5-(2-(2,5-difluorophenyl)pyrrolidin-1-yl)-N-((1-methyl-1H-imidazol-4-yl)methyl)pyrazole